Cl.N1CC(C1)C=O azetidine-3-carbaldehyde hydrochloride